FC(C(=CC(=O)O)C(F)(F)F)(F)F 3,3-Di-trifluoromethyl-acrylic acid